BrC1=C(C=CC=C1)C1=NC(=NC(=C1)C1=CC=CC=C1)C1=CC=CC=C1 4-(bromophenyl)2,6-diphenylpyrimidine